C1(=C(CCC1)OCCOC(C(=C)C)=O)C1=CCCC1 bicyclopentenyloxyethyl-methacrylate